[2-(5-cyanoindol-1-yl)-1-methyl-propyl] (2S)-2-[(3-hydroxy-4-methoxy-pyridine-2-carbonyl) amino]propanoate OC=1C(=NC=CC1OC)C(=O)N[C@H](C(=O)OC(C(C)N1C=CC2=CC(=CC=C12)C#N)C)C